FC(C1=CC=C2C(=N1)C1(C(N2)=O)CCN(CC1)CCOC1=CC2=C(N(C=N2)C2CNC(C2)=O)C(=C1)C(F)(F)F)F 5'-(difluoromethyl)-1-(2-((1-(5-oxopyrrolidin-3-yl)-7-(trifluoromethyl)-1H-benzo[d]imidazol-5-yl)oxy)ethyl)spiro[piperidine-4,3-pyrrolo[3,2-b]pyridin]-2'(1'H)-one